(4'-chloro-5'-oxo-5'H-spiro[cyclohexane-1,7'-indolo[1,2-a]quinazolin]-10'-yl)boronic acid ClC=1C=2C(N=C3N(C2C=CC1)C1=CC(=CC=C1C31CCCCC1)B(O)O)=O